1-bromo-2-keto-3-heptene BrCC(C=CCCC)=O